1-((benzo[d]thiazol-2-ylamino)(benzofuran-2-yl)methyl)naphthalen-2-ol S1C(=NC2=C1C=CC=C2)NC(C2=C(C=CC1=CC=CC=C21)O)C=2OC1=C(C2)C=CC=C1